7,14-diphenyl-N,N,N',N'-Tetrakis(4-methylphenyl)acenaphtho[1,2-a]fluoranthene-3,10-diamine C1(=CC=CC=C1)C1=C2C=C3C(=C4C=5C=CC(=CC5C(C=C1)=C42)N(C4=CC=C(C=C4)C)C4=CC=C(C=C4)C)C=4C(=CC=C2C=C(C=C3C42)N(C4=CC=C(C=C4)C)C4=CC=C(C=C4)C)C4=CC=CC=C4